C(C)(C)C1=C(C=CC=C1)N1C(SCC1=O)=NN=CC1=CC=C(C=C1)C1=NN(C(=N1)NCCC(F)(F)F)C 3-(2-Isopropylphenyl)-2-[[4-[1-methyl-5-(3,3,3-trifluoropropylamino)-1,2,4-triazol-3-yl]phenyl]methylenehydrazono]thiazolidine-4-one